NCCC(C)O[Si](OCC)(OCC)CCCN aminoethyl-aminopropyltriethoxysilan